ClC1=C(C=CC=C1)N1C(N=C(C2=C1N=C(S2)C2=CC=CC=C2)NC)=O 4-(2-chlorophenyl)-7-(methylamino)-2-phenyl-[1,3]thiazolo[4,5-d]pyrimidin-5-one